FC1=CC=C2C(=CNC(C2=C1F)=O)C(C)NCC 7,8-difluoro-4-(1-(ethylamino)ethyl)isoquinolin-1(2H)-one